3-(3,4-Difluorophenoxy)-2,2-dimethyl-1-(4-((4-(trifluoromethoxy)phenyl)sulfonyl)piperazin-1-yl)propan-1-one FC=1C=C(OCC(C(=O)N2CCN(CC2)S(=O)(=O)C2=CC=C(C=C2)OC(F)(F)F)(C)C)C=CC1F